FC1=C(C=C(C=C1)[N+](=O)[O-])CC(=O)N(C)C 2-(2-fluoro-5-nitrophenyl)-N,N-dimethylacetamide